7-isopropoxy-8-(naphthalen-1-ylmethyl)-6-oxo-2-propyl-9-(3-(trifluoromethyl)phenyl)-3,4-dihydro-2H,6H-pyrido[1,2-e][1,2,5]thiadiazine-4-carboxylic acid 1,1-dioxide C(C)(C)OC1=C(C(=C2N(C(CN(S2(=O)=O)CCC)C(=O)O)C1=O)C1=CC(=CC=C1)C(F)(F)F)CC1=CC=CC2=CC=CC=C12